amino-5'-benzoyl-5-chloro-6'-methyl-2-oxospiro[indoline-3,4'-pyran]-3'-carbonitrile NC=1OC(=C(C2(C1C#N)C(NC1=CC=C(C=C12)Cl)=O)C(C1=CC=CC=C1)=O)C